1,1'-(butane-1,4-diyl)bis(4-(tert-butyl)pyridin-1-ium) dihydroxide [OH-].[OH-].C(CCC[N+]1=CC=C(C=C1)C(C)(C)C)[N+]1=CC=C(C=C1)C(C)(C)C